COCCOC1CNCCC1 3-(2-methoxyethoxy)piperidine